3-(3-methyl-5-oxo-4-((3-(pyrazin-2-yl)phenyl)carbamoyl)-4,5-dihydro-1H-pyrazol-1-yl)benzoic acid CC1=NN(C(C1C(NC1=CC(=CC=C1)C1=NC=CN=C1)=O)=O)C=1C=C(C(=O)O)C=CC1